6-(4-((2-(2,6-dioxopiperidin-3-yl)-4-fluoro-1-oxoisoindolin-5-yl)methyl)piperazin-1-yl)-2-(4-phenoxyphenyl)nicotinamide O=C1NC(CCC1N1C(C2=CC=C(C(=C2C1)F)CN1CCN(CC1)C1=NC(=C(C(=O)N)C=C1)C1=CC=C(C=C1)OC1=CC=CC=C1)=O)=O